FC1=CC=2C(N=C1)=NN(C2I)C 5-fluoro-3-iodo-2-methyl-2H-pyrazolo[3,4-b]pyridine